2-(p-tolyl)benzo[d][1,2]Selenazol-3(2H)-one C1(=CC=C(C=C1)N1[Se]C2=C(C1=O)C=CC=C2)C